(2S,3R)-2-amino-3-hydroxybutanamide N[C@H](C(=O)N)[C@@H](C)O